7-[(3-hydroxyazetidin-1-yl)methyl]-2-(1H-pyrazol-4-yl)-12-oxa-3-thia-6-azatricyclo[6.4.1.04,13]trideca-1,4(13),7-trien-5-one OC1CN(C1)CC=1NC(C=2SC(=C3OCCCC1C32)C=3C=NNC3)=O